N-(trans-3-hydroxycyclopentyl)-8-(2-(2,2,2-trifluoroethoxy)phenyl)imidazo[1,2-a]pyridine-2-carboxamide O[C@@H]1C[C@H](CC1)NC(=O)C=1N=C2N(C=CC=C2C2=C(C=CC=C2)OCC(F)(F)F)C1